BrC=1C(=NC(=NC1)NC1=C(C=C(C(=C1)C=1C=NN(C1)C)N1CCC(CC1)N1CCNCC1)OCC1CC1)NC1=C(C2=CC=CC=C2C=C1)P(C)(C)=O (2-((5-bromo-2-((2-(cyclopropylmethoxy)-5-(1-methyl-1H-pyrazol-4-yl)-4-(4-(piperazin-1-yl)piperidin-1-yl)phenyl)amino)pyrimidin-4-yl)amino)naphthalen-1-yl)dimethylphosphine oxide